CC1(CCC[C@]2(OC=3C=C(C=C(C3C[C@H]12)O)CCCCC)C)C (8Ar,10aR)-8,8,10a-trimethyl-3-pentyl-6,7,8a,9-tetrahydro-5H-xanthen-1-ol